ammonium-15N chloride [Cl-].[15NH4+]